C(C=C)NC(C(=O)C=1C(=C(N(C1C)C)C(=O)NC1=CC(=C(C=C1)F)C(F)(F)F)C)=O 4-[2-(allylamino)-2-oxo-acetyl]-N-[4-fluoro-3-(trifluoromethyl)phenyl]-1,3,5-trimethyl-pyrrole-2-carboxamide